tert-butyl (6-chloropyrimidin-4-yl)(2-(2-cyano-6,7-difluoro-4-methoxy-1H-indol-1-yl)ethyl)carbamate ClC1=CC(=NC=N1)N(C(OC(C)(C)C)=O)CCN1C(=CC2=C(C=C(C(=C12)F)F)OC)C#N